4-(2-fluorophenyl)-3-butyn-2-ol FC1=C(C=CC=C1)C#CC(C)O